D-xylonic acid calcium salt [Ca+2].O=C([C@H](O)[C@@H](O)[C@H](O)CO)[O-].O=C([C@H](O)[C@@H](O)[C@H](O)CO)[O-]